3-fluoro-N-(4-fluoro-3-{5-[3-(trifluoromethyl)azetidin-1-yl]-2H-pyrazolo[3,4-b]pyridin-2-yl}phenyl)azetidine-1-carboxamide FC1CN(C1)C(=O)NC1=CC(=C(C=C1)F)N1N=C2N=CC(=CC2=C1)N1CC(C1)C(F)(F)F